C(C)(C)(C)OC(=O)N1CCC(CC1)C#CCCO 4-(4-hydroxybut-1-yn-1-yl)piperidine-1-carboxylic acid tert-butyl ester